ClC1=NC2=CC=C(C=C2N=C1Cl)OC 2,3-dichloro-6-methoxyquinoxaline